3-(((5-Cyclopropyl-2-(trifluoromethyl)pyrazolo[1,5-a]pyrimidin-7-yl)amino)methyl)-3-(4-fluorophenyl)-N-((1r,4r)-4-hydroxycyclohexyl)azetidine-1-carboxamide C1(CC1)C1=NC=2N(C(=C1)NCC1(CN(C1)C(=O)NC1CCC(CC1)O)C1=CC=C(C=C1)F)N=C(C2)C(F)(F)F